6-(1-methylpiperidin-4-yl)pyrido[2,3-d]pyrimidin-7-one CN1CCC(CC1)C1C=C2C(N=CN=C2)=NC1=O